5-(3,4-dimethylbenzyl)-3-[5-(2-fluoro-3-methylphenoxy)-2-methylpyridin-4-yl]-5,6-dihydro-4H-1,2,4-oxadiazine CC=1C=C(CC2NC(=NOC2)C2=CC(=NC=C2OC2=C(C(=CC=C2)C)F)C)C=CC1C